ClC1=CC=C(C=C1)SC1=CC=C(C=N1)CN1CCC2=CC(=CC=C12)NC(CC(C)(C)C)=O N-{1-[6-(4-Chlorophenyl-sulfanyl)-pyridin-3-ylmethyl]-2,3-dihydro-1H-indol-5-yl}-3,3-dimethylbutyramide